ClC1=NC(=NC(=N1)OC)OC 6-chloro-2,4-dimethoxy-1,3,5-triazine